FC(COCCOCCOCCOCC(F)(F)F)(F)F 1,1,1,14,14,14-hexafluoro-3,6,9,12-tetraoxatetradecane